2-(5-bromo-2-fluorophenyl)acetonitrile BrC=1C=CC(=C(C1)CC#N)F